2-(p-tolylsulfonyloxymethyl)pyrrolidine-1-carboxylic acid tert-butyl ester C(C)(C)(C)OC(=O)N1C(CCC1)COS(=O)(=O)C1=CC=C(C=C1)C